C(O)CCCCNC(C=C)=O N-methylolbutylacrylamide